4-(4-Bromo-2-oxo-2,3-dihydro-1H-1,3-benzodiazol-1-yl)-N-(4-bromo-3-chlorophenyl)piperidine-1-carboxamide BrC1=CC=CC=2N(C(NC21)=O)C2CCN(CC2)C(=O)NC2=CC(=C(C=C2)Br)Cl